NCC1=CC=C(C=C1)C1=CC(N(C=N1)CC1(C(CN(CC1)C([C@@H](CC1CCCCC1)C)=O)(C)C)O)=O 6-(4-(aminomethyl)phenyl)-3-((1-((R)-3-cyclohexyl-2-methylpropanoyl)-4-hydroxy-3,3-dimethylpiperidin-4-yl)methyl)pyrimidin-4(3H)-one